β-Thiopropionic acid C(CS)C(=O)O